5-Amino-1-isopropyl-3-(4-(2-((5-(1-methylcyclohexyl)isoxazol-3-yl)amino)-2-oxoethyl)phenyl)-1H-pyrazole-4-carboxamide NC1=C(C(=NN1C(C)C)C1=CC=C(C=C1)CC(=O)NC1=NOC(=C1)C1(CCCCC1)C)C(=O)N